ClC1=NC=C(C(=C1)C1=C(C=NC(=C1)C)C(=O)NC=1SC(=NN1)OC[C@H]1OC[C@@H](OC1)CO)OC |o1:24,27| rel-2'-chloro-N-(5-(((2s,5s)-5-(hydroxymethyl)-1,4-dioxan-2-yl)methoxy)-1,3,4-thiadiazol-2-yl)-5'-methoxy-6-methyl-(4,4'-bipyridine)-3-carboxamide